Sulfoisophthalat S(=O)(=O)(O)C1=C(C(=O)[O-])C=CC=C1C(=O)[O-]